6-bromo-3H-imidazo[4,5-b]pyridine BrC=1C=C2C(=NC1)NC=N2